7-(((1s,3s)-3-aminocyclobutyl)amino)-1-(tert-butylamino)-2,6-naphthyridine-3-carbonitrile NC1CC(C1)NC1=NC=C2C=C(N=C(C2=C1)NC(C)(C)C)C#N